CC=1C=C(C=NC1)C#CC=1C=C(C=CC1)N1N=C2C(=C1)CCC2C2=CC=CC=C2 2-(3-((5-methylpyridin-3-yl)ethynyl)phenyl)-6-phenyl-2,4,5,6-tetrahydrocyclopenta[c]pyrazole